FCCCN1CC(C1)CC1=CC=C(C=C1)C1=C(CCCC2=C1C=CC(=C2)C(=O)O)C2=C(C(=CC=C2)OC)C 9-(4-((1-(3-fluoropropyl)azetidin-3-yl)methyl)phenyl)-8-(3-methoxy-2-methylphenyl)-6,7-dihydro-5H-benzo[7]annulene-3-carboxylic acid